C(C)(C)(C)N(C(O)=O)[C@H]1CNC2=C(NC1=O)N=CC(=C2)\C=C\C(=O)N(CC=2OC1=C(C2C)C=CC=C1)C.NOC1=CC=CC=C1 (aminooxy)benzene (S,E)-tert-butyl-(8-(3-(methyl((3-methylbenzofuran-2-yl)methyl)amino)-3-oxoprop-1-en-1-yl)-4-oxo-2,3,4,5-tetrahydro-1H-pyrido[2,3-b][1,4]diazepin-3-yl)carbamate